FC=1C=C2C(=C(/C(/C2=CC1)=C/C1=CC=C(C=C1)S(=O)C1=CC=C(C=C1)F)C)CC(=O)O 2-[(1Z)-5-fluoro-1-{[4-(4-fluorobenzenesulfinyl)phenyl]methylidene}-2-methyl-1H-inden-3-yl]acetic acid